6-[5-[2-[(5-chloro-2,3-dihydro-1H-inden-2-yl)amino]ethyl]-2-oxo-1,3-oxazolidin-3-yl]-4H-pyrido[3,2-b][1,4]oxazin-3-one ClC=1C=C2CC(CC2=CC1)NCCC1CN(C(O1)=O)C=1C=CC=2OCC(NC2N1)=O